4-((3-chloro-7-methoxyquinoxalin-2-yl)oxy)pyrrolidine-2-carboxylate ClC=1C(=NC2=CC(=CC=C2N1)OC)OC1CC(NC1)C(=O)[O-]